ONC(\C=C\C1=CC(=CC=C1)\C=C\C(=O)N1CCN(CC1)C)=O (E)-N-hydroxy-3-{3-[(E)-3-(4-methyl-piperazin-1-yl)-3-oxo-propenyl]-phenyl}-acrylamide